C12C(CC(CC1)C2)CC(C)=O 1-NORBORNANE-2-YLPROPAN-2-ONE